3,5-dimethylbenzimidamide formic acid salt C(=O)O.CC=1C=C(C(N)=N)C=C(C1)C